(cyclopropanecarboxamido)-N-(methyl-d3)-4-((6-methyl-5,6-dihydrobenzo[h][1,6]naphthyridin-7-yl)amino)pyridazine-3-carboxamide C1(CC1)C(=O)NC=1C(=C(N=NC1)C(=O)NC([2H])([2H])[2H])NC1=CC=CC2=C1N(CC=1C=CC=NC21)C